heptanoyl-2-hydroxysn-glycero-3-phosphocholine C(CCCCCC)(=O)C(OP(OC[C@@H](CO)OO)(=O)[O-])C[N+](C)(C)C